methyl 1-((8-cyano-1-((2R,4R)-2-methyltetrahydro-2H-pyran-4-yl)-1H-imidazo[4,5-c]quinolin-2-yl)methyl)-2-oxo-1,2-dihydropyridine-3-carboxylate C(#N)C1=CC=2C3=C(C=NC2C=C1)N=C(N3[C@H]3C[C@H](OCC3)C)CN3C(C(=CC=C3)C(=O)OC)=O